CS(=O)(=O)C1=NN(C=C1)C#N 3-(methylsulfonyl)-1H-pyrazole-1-carbonitrile